FC1CC2(CCCN2C1)COC=1N=CC2=C(N1)C=CN=C2 2-((2-fluorotetrahydro-1H-pyrrolizin-7a(5H)-yl)methoxy)pyrido[4,3-d]pyrimidine